3-({[(1R)-6-[benzyl-(methyl)amino]-1,2,3,4-tetrahydronaphthalen-1-yl]methyl}amino)pyridine-4-carboxylic acid C(C1=CC=CC=C1)N(C=1C=C2CCC[C@H](C2=CC1)CNC=1C=NC=CC1C(=O)O)C